C1=CC=CC=2C3=CC=CC=C3C(C12)COC(=O)NCC(=O)O N-[(9H-Fluoren-9-ylmethoxy)carbonyl]glycine